C(CCCCC)C=1N=NN(C1)CC=1C=CC(=C(C1)C(C)O)[N+](=O)[O-] 1-(5-(4-(hexyl)-1h-1,2,3-triazol-1-ylmethyl)-2-nitrophenyl)ethan-1-ol